2-methoxy-5-methyl-Aniline COC1=C(N)C=C(C=C1)C